(S)-5-(3,5-difluorophenyl)-N-(piperidin-3-yl)-3-ureidothiophene-2-carboxamide FC=1C=C(C=C(C1)F)C1=CC(=C(S1)C(=O)N[C@@H]1CNCCC1)NC(=O)N